FC=1C=C(C=CC1)[C@H]1[C@@H](CN(C1)CC(F)(F)F)NC(=O)NC1=C2C(=NN1C1=CC=CC=C1)CCC2 1-((3S,4R)-4-(3-fluorophenyl)-1-(2,2,2-trifluoroethyl)pyrrolidin-3-yl)-3-(2-phenyl-2,4,5,6-tetrahydrocyclopenta[c]pyrazol-3-yl)urea